(3R,4'S,5'R)-6-chloro-4'-(3-chloro-2-fluorophenyl)-2-oxo-2'',3'',5'',6''-tetrahydrodispiro[indoline-3,3'-pyrrolidine-2',4''-pyran]-5'-carboxylic acid ClC1=CC=C2C(=C1)NC([C@]21[C@H]([C@@H](NC12CCOCC2)C(=O)O)C2=C(C(=CC=C2)Cl)F)=O